2-(hydroxymethyl)-5-(thiazol-2-ylmethoxy)tetrahydro-2H-pyran-3-ol OCC1OCC(CC1O)OCC=1SC=CN1